ethyl 2-cyclopropyl-5-(3-ethoxy-N-methyl-3-oxopropanamido)-6-(3-nitrophenyl)-3-oxopyridazine-4-carboxylate C1(CC1)N1N=C(C(=C(C1=O)C(=O)OCC)N(C(CC(=O)OCC)=O)C)C1=CC(=CC=C1)[N+](=O)[O-]